C(#C)C=1C=NC=C(C1N)[N+](=O)[O-] 3-ethynyl-5-nitropyridine-4-amine